Benzenetetraamine C=1(C(=C(C(=CC1)N)N)N)N